1-(2-ethoxyethyl)pyrrole C(C)OCCN1C=CC=C1